C(C(O)C([2H])([2H])[2H])(=O)O.C1(=CC=CC=C1)C=1C(=C2C(=PNC2=CC1)C1=CC=CC=C1)C1=CC=CC=C1 triphenyl-phosphaindole [3,3,3-2H]lactate